2,2-difluoro-N-(9-oxo-2-(trifluoromethyl)-9H-indeno[2,1-d]pyrimidin-7-yl)acetamide FC(C(=O)NC1=CC=2C(C=3N=C(N=CC3C2C=C1)C(F)(F)F)=O)F